BrC1=CC=C(C=C1)NC1=C(C=CC=C1)NC(C1=NC=CC=C1)=O 2-picolinic acid [2-(4-bromophenyl-amino)-phenyl]-amide